4-(cyclobutylamino)-N-(2-hydroxy-3-{5-methyl-6-((1-methyl-1H-pyrazol-5-yl)methoxy)-3,4-dihydroisoquinolin-2(1H)-yl}propyl)picolinamide C1(CCC1)NC1=CC(=NC=C1)C(=O)NCC(CN1CC2=CC=C(C(=C2CC1)C)OCC1=CC=NN1C)O